C[C@H]1NCCNC1 |r| (R/S)-2-methylpiperazine